C(C1=C(C(=CC(=C1)C(C)(C)CC(C)(C)C)N1N=C2C(=N1)C=CC=C2)O)C2=C(C(=CC(=C2)C(C)(C)CC(C)(C)C)N2N=C1C(=N2)C=CC=C1)O methylene-bis(4-tert-octyl-(6-2H-benzotriazol-2-yl)phenol)